FC1(CN(C1)C)C#CC1=CC2=C(OC[C@@H](C(N2C)=O)NC(C2=NC=CC(=C2)OC2=CC=CC=C2)=O)C=C1 (S)-N-(7-((3-Fluoro-1-methylazetidin-3-yl)ethynyl)-5-methyl-4-oxo-2,3,4,5-tetrahydrobenzo[b][1,4]oxazepin-3-yl)-4-phenoxypicolinamid